2-((2-methoxyphenyl)amino)-8-(3-(methylamino)phenyl)-5-((triisopropylsilyl)ethynyl)pyrido[2,3-d]pyrimidin-7(8H)-one COC1=C(C=CC=C1)NC=1N=CC2=C(N1)N(C(C=C2C#C[Si](C(C)C)(C(C)C)C(C)C)=O)C2=CC(=CC=C2)NC